C(=O)(O)OS(=O)(=O)C1=CC=CC=C1.[Na] sodium carboxylbenzenesulfonate